racemic-tert-butyl N-[1-[3-[(2,6-dioxo-3-piperidyl)-methyl-amino]phenyl]-4-piperidyl]-N-methyl-carbamate O=C1NC(CC[C@H]1N(C=1C=C(C=CC1)N1CCC(CC1)N(C(OC(C)(C)C)=O)C)C)=O |r|